BrC1=CC=CC(=N1)NC(=O)[C@H]1N([C@@H]2C[C@@]2(C1)C)C(=O)OC(C)(C)C (1R,3S,5R)-tert-butyl 3-(6-bromopyridin-2-ylcarbamoyl)-5-methyl-2-azabicyclo[3.1.0]hexane-2-carboxylate